N1(N=CC=C1)C1=CC=C(C=C1)[C@@H]1CN(CC[C@H]1CC1=C2C=CN(C2=C(C=C1C)C)C(=O)OC(C)(C)C)C(=O)OCC1=CC=CC=C1 tert-butyl 4-(((3R,4R)-3-(4-(1H-pyrazol-1-yl)phenyl)-1-((benzyloxy) carbonyl) piperidin-4-yl)methyl)-5,7-dimethyl-1H-indole-1-carboxylate